iron magnesium aluminium [Al].[Mg].[Fe]